1-(4-aminobutyl)-2-(2-methoxyethyl)-1H-imidazo[4,5-d]thieno[3,2-b]pyridine-4-amine NCCCCN1C(=NC=2C1=C1C(=NC2N)C=CS1)CCOC